C(C)OC(CN1N=C(C=C1)C)=O 2-(3-methylpyrazol-1-yl)acetic acid ethyl ester